2,5-dimethyl-2,5-di-2-ethylhexanylperoxyhexane CC(COOCCCCCC)(CCC(C)(CC)C)CC